methyl 4-((tert-butoxycarbonyl)amino)-1-(4-(3-cyano-6-ethoxypyrazolo[1,5-a]pyridin-4-yl)phenyl)piperidine-4-carboxylate C(C)(C)(C)OC(=O)NC1(CCN(CC1)C1=CC=C(C=C1)C=1C=2N(C=C(C1)OCC)N=CC2C#N)C(=O)OC